Cl.OC12CCCC(CC1)N2 hydroxy-8-azabicyclo[3.2.1]octane hydrochloride